(1S,2R)-2-(((S)-(5-cyclobutylpyridin-2-yl)(phenyl)methyl)carbamoyl)cyclopentane-1-carboxylic acid C1(CCC1)C=1C=CC(=NC1)[C@H](C1=CC=CC=C1)NC(=O)[C@H]1[C@H](CCC1)C(=O)O